1-((2-(1H-indol-3-yl)ethyl)carbamoyl)-3-methoxycarbonyl-beta-carboline N1C=C(C2=CC=CC=C12)CCNC(=O)C1=NC(=CC=2C3=CC=CC=C3NC12)C(=O)OC